CC1=NOC(=N1)C(=O)OCC ethyl 3-methyl-1,2,4-oxadiazole-5-carboxylate